OC=1C=C2C=CC=CC2=CC1O 6,7-dihydroxynaphthalene